4-(2-(3-(1-(3-cyclohexylbenzoyl)piperidin-3-yl)phenoxy)-2-methylpropionyl)piperazine C1(CCCCC1)C=1C=C(C(=O)N2CC(CCC2)C=2C=C(OC(C(=O)N3CCNCC3)(C)C)C=CC2)C=CC1